ClC=1C(=C(C=CC1)C(C)(C)NC(=O)[C@@H]1CN(CCO1)C(=O)OC(C)(C)C)F tert-butyl (S)-2-((2-(3-chloro-2-fluorophenyl)propan-2-yl)carbamoyl)morpholine-4-carboxylate